CS(=O)(=O)[O-].COC1=CC=C(C=C1)[S+](C1=CC=CC=C1)C1=CC=CC=C1 4-methoxyphenyldiphenylsulfonium methanesulfonate